4-{(1S,3S)-3-[5-(1,1-difluoroethyl)-1,2,4-oxadiazol-3-yl]-2,2-dimethylcyclopropyl}benzenesulfonamide FC(C)(F)C1=NC(=NO1)[C@@H]1C([C@H]1C1=CC=C(C=C1)S(=O)(=O)N)(C)C